2-chlorophenyl (3S)-4-{N2-[4-(aminomethyl)cyclohexyl]-N6,N6-dimethyl-D-lysyl}-3-[(thiophen-2-ylmethyl)carbamoyl]piperazine-1-carboxylate NCC1CCC(CC1)N[C@H](CCCCN(C)C)C(=O)N1[C@@H](CN(CC1)C(=O)OC1=C(C=CC=C1)Cl)C(NCC=1SC=CC1)=O